4-iodo-5-(methoxymethyl)-1-((2-(trimethylsilyl)ethoxy)methyl)-1H-imidazole IC=1N=CN(C1COC)COCC[Si](C)(C)C